CN1C(NC2=CC(=CC=C2[C@@H]1C)C(=O)NCC1=C(C=C(C=C1F)F)F)=O (S)-3,4-dimethyl-2-oxo-N-(2,4,6-trifluorobenzyl)-1,2,3,4-tetrahydroquinazoline-7-carboxamide